(2S,4S)-tert-butyl 4-hydroxy-2-methylpiperidine-1-carboxylate O[C@@H]1C[C@@H](N(CC1)C(=O)OC(C)(C)C)C